C(CCCCCC)C(CCC(=O)OCC(COC(CCCCN(C)C)=O)(COC(CCCCCCC)=O)COC(CCCCCCC)=O)CCCCCCC 3-((5-(Dimethylamino) pentanoyl)oxy)-2,2-bis((octanoyloxy) methyl)propyl 4-heptylundecanoate